CC1=NNC(=C1C=1C=CC=C2C(=NC=NC12)N[C@H](CN1CCN(CC1)S(=O)(=O)C1=C(N=C(S1)NCCN(C)C)C)C)C 8-(3,5-dimethyl-1H-pyrazol-4-yl)-N-[(2S)-1-{4-[(2-{[2-(dimethylamino)ethyl]amino}-4-methyl-1,3-thiazol-5-yl)sulfonyl]piperazin-1-yl}propan-2-yl]quinazolin-4-amine